NC1=C(C=C(C=N1)N1C=C(C(C2=CC(=C(C=C12)N1CC2=NC=CC=C2C1)Cl)=O)C(=O)O)F 1-(6-amino-5-fluoropyridin-3-yl)-6-chloro-7-(5,7-dihydro-6H-pyrrolo-[3,4-b]pyridin-6-yl)-4-oxo-1,4-dihydroquinoline-3-carboxylic acid